C=C1C(OC(C1)C1=C(C=CC=C1)C=1C=NN(C1)CC(N1CCN(CC1)C1=CC=CC=C1)=O)=O 3-methylene-5-(2-(1-(2-oxo-2-(4-phenylpiperazin-1-yl)ethyl)-1H-pyrazol-4-yl)phenyl)dihydrofuran-2(3H)-one